5-(tert-butyl)-3-(chloromethyl)-1,2,4-oxadiazole C(C)(C)(C)C1=NC(=NO1)CCl